ClC1=C(C(=O)NCC(N2CCC(CC2)COC2=NC=CC(=N2)C(F)(F)F)C2=C(N=CS2)C(F)F)C(=CC=C1)F 2-Chloro-N-{2-[4-(difluoromethyl)-1,3-thiazol-5-yl]-2-[4-({[4-(trifluoromethyl)pyrimidin-2-yl]oxy}methyl)piperidin-1-yl]ethyl}-6-fluorobenzamide